1-butyl-2-methoxy-1-(4-phenylbut-1-yn-1-yl)-1,2-dihydro-3H-imidazo[1,5-a]indol-3-one C(CCC)C1(N(C(N2C1=CC=1C=CC=CC21)=O)OC)C#CCCC2=CC=CC=C2